C(C=C)C1CCC(CC1)O 4-allylcyclohexanol